2,4-divinyl-isoxazole C(=C)N1OC=C(C1)C=C